L-arginate hydrochloride Cl.N[C@@H](CCCNC(N)=N)C(=O)O